ClC1=CC=C(C(=N1)C(=O)O)N[C@H](C)C1=C2N=C(C(=NC2=CC(=C1)C)C#N)N1[C@H]2C(C[C@@H](C1)C2)(F)F 6-chloro-3-(((R)-1-(2-cyano-3-((1R,4S)-6,6-difluoro-2-azabicyclo[2.2.1]heptan-2-yl)-7-methylquinoxalin-5-yl)ethyl)amino)picolinic acid